B(O)(O)O.C1(O)=CC=C(O)C=C1.C1(O)=CC=C(O)C=C1 bis-quinol borate